CC=1C(C1)COC(=O)NCCCCCC(=O)O 6-((((2-methylcycloprop-2-ene-1-yl)methoxy)carbonyl)amino)hexanoic acid